6-((1H-pyrazol-4-yl)oxy)-N-(6-chloropyridin-3-yl)isoquinolin-1-amine N1N=CC(=C1)OC=1C=C2C=CN=C(C2=CC1)NC=1C=NC(=CC1)Cl